CC1=NNC2=CC(=CC=C12)C=1N=CC(=NC1C1=CC=CC=C1)N1CCC2(CC1)[C@@H](C=1C(=NC=CC1)C2)N (S)-1'-(5-(3-methyl-1H-indazol-6-yl)-6-phenylpyrazin-2-yl)-5,7-dihydrospiro[cyclopenta[b]pyridine-6,4'-piperidin]-5-amine